N-(1-phenylethenyl)propionamide C1(=CC=CC=C1)C(=C)NC(CC)=O